(2R,4S)-1-[(2R)-2-(4-cyclopropyltriazol-1-yl)-3,3-dimethyl-butanoyl]-N-[1-(2,4-dimethylphenyl)-2-imidazol-1-yl-ethyl]-4-hydroxy-pyrrolidine-2-carboxamide C1(CC1)C=1N=NN(C1)[C@@H](C(=O)N1[C@H](C[C@@H](C1)O)C(=O)NC(CN1C=NC=C1)C1=C(C=C(C=C1)C)C)C(C)(C)C